ClC1=NC(=C2C=C(C(=NC2=C1)C)C)C1=C(C=C(C=C1)F)F 7-chloro-5-(2,4-difluorophenyl)-2,3-dimethyl-1,6-naphthyridine